ClC=1C=C2COC3(CCN(CC3)CCCCCC3=C4CN(C(C4=CC=C3)=O)C3C(NC(CC3)=O)=O)C2=CC1 3-(4-(5-(5-chloro-3H-spiro[isobenzofuran-1,4'-piperidine]-1'-yl)pentyl)-1-oxoisoindolin-2-yl)piperidine-2,6-dione